N2-phenyl-4-(piperidinomethyl)-1,3-thiazol-2-amine C1(=CC=CC=C1)NC=1SC=C(N1)CN1CCCCC1